(3S)-4-[2-(4-chloro-3-fluorophenoxy)acetamido]-3-hydroxybicyclo[2.2.2]octan ClC1=C(C=C(OCC(=O)NC23[C@H](CC(CC2)CC3)O)C=C1)F